(E)-N'-(4-methylpent-3-en-2-ylidene)benzohydrazide CC(=C\C(\C)=N\NC(C1=CC=CC=C1)=O)C